trimethyl(propyl)-phosphonium C[P+](CCC)(C)C